N1C=C(C=2C1=CN=CC2)CC2C(NC(N2)=O)=O (Z)-5-((1H-pyrrolo[2,3-c]pyridin-3-yl)methyl)imidazolidine-2,4-dione